ClC=1C(=C(NC=2C3=C(N=CN2)C=C(C(=N3)N3[C@@H]2CN([C@H](C3)C2)C(C=C)=O)F)C=CC1OC1CC1)F 1-[(1S,4S)-5-[4-[3-chloro-4-(cyclopropoxy)-2-fluoro-anilino]-7-fluoro-pyrido[3,2-d]pyrimidin-6-yl]-2,5-diazabicyclo[2.2.1]heptan-2-yl]prop-2-en-1-one